CC1(CCNS1(=O)=O)C 5,5-dimethylisothiazolidine-1,1-dioxide